C(C)N(C(=O)N[C@@H](C(F)(F)F)CO)[C@H](C)C1=CC(=CC=C1)C=1N=C(C=2N(C1)C=CN2)OC |&1:6| racemic-1-ethyl-1-((R)-1-(3-(8-methoxyimidazo[1,2-a]pyrazin-6-yl)phenyl)ethyl)-3-(1,1,1-trifluoro-3-hydroxypropan-2-yl)urea